C(CC1=CC=CC=C1)NC1=CC(=CC=C1)OC N-phenethyl-3-methoxyaniline